C(C1=CC=CC=C1)SC1=CC=C(C=C1)NC([C@H](CC1=CC=CC=C1)N(C(C1=CC=C(C=C1)F)=O)CC)=O (S)-N-(1-(4-(benzylthio)phenylamino)-1-oxo-3-phenylpropan-2-yl)-4-fluoro-N-ethylbenzamide